2-((1H-pyrazol-3-yl)methyl)-6-((2,3-dihydro-[1,4]dioxino[2,3-c]pyridin-7-yl)sulfonyl)phthalazin-1(2H)-one N1N=C(C=C1)CN1C(C2=CC=C(C=C2C=N1)S(=O)(=O)C1=CC2=C(C=N1)OCCO2)=O